tert-Butyl 3-(4-amino-N-methylpiperidine-1-sulfonamido)azetidine-1-carboxylate NC1CCN(CC1)S(=O)(=O)N(C)C1CN(C1)C(=O)OC(C)(C)C